C(CC)N(C(OCC)=S)CCC ethyl N,N-dipropylcarbamothioate